C1=C(C=CC2=CC=CC=C12)C=CC=C(C#N)C=1C=NC=CC1 5-(naphthalen-2-yl)-2-(pyridin-3-yl)penta-2,4-dienenitrile